C(C1=CC=CC=C1)OC1=CC=C(N)C=C1 p-benzyloxyaniline